(+/-)-cis-N-(8-Amino-6-(4-cyclopropylpyridin-3-yl)cinnolin-3-yl)-2-fluorocyclopropanecarboxamide NC=1C=C(C=C2C=C(N=NC12)NC(=O)[C@H]1[C@H](C1)F)C=1C=NC=CC1C1CC1 |r|